C(N)(=O)C1(COCC1)N1C(C(=CC=C1)COC=1C=CC2=C(C=C(O2)C)C1)O N-(3-carbamoyltetrahydrofuran-3-yl)-5-((2-hydroxypyridin-3-yl)methoxy)-2-methylbenzofuran